tert-butyl [2-(4-methyl-1,2,5-oxadiazol-3-yl)-2-oxoethyl]carbamate CC=1C(=NON1)C(CNC(OC(C)(C)C)=O)=O